OC1=C(C=C(C(=O)OC)C=C1)C1=CN=CN1CCO methyl 4-hydroxy-3-(1-(2-hydroxyethyl)-1H-imidazol-5-yl)benzoate